2-(cyclohexylmethyl)-1,3-dimethoxypropane C1(CCCCC1)CC(COC)COC